3,5-dimethyl-pyrazole-4-carboxamide CC1=NNC(=C1C(=O)N)C